(3-amino-5-fluorophenyl)piperazine-1-carboxylic acid tert-butyl ester C(C)(C)(C)OC(=O)N1C(CNCC1)C1=CC(=CC(=C1)F)N